ClC=1C=C(C=CC1Cl)[C@H](C)O (S)-1-(3,4-dichlorophenyl)ethan-1-ol